CC(C)OC(=O)\N=N\C(=O)OC(C)C (E)-N-{[(propan-2-yloxy)carbonyl]imino}(propan-2-yloxy)formamide